2-(4-((3-isopropyl-1-p-methylbenzenesulfonyl-1H-pyrrolo[3,2-b]pyridin-5-yl)methyl)-3,5-dimethylphenyl)-6-(trifluoromethyl)-1,2,4-triazine-3,5(2H,4H)-dione C(C)(C)C1=CN(C=2C1=NC(=CC2)CC2=C(C=C(C=C2C)N2N=C(C(NC2=O)=O)C(F)(F)F)C)S(=O)(=O)C2=CC=C(C=C2)C